CC12CC(C1)(C2)[C@@H](C=2N=C1N(N=C(C=C1)CC1C(NC[C@@H](C1)C(F)(F)F)=O)C2)NC(OCC2=CC=CC=C2)=O Benzyl ((S)-(3-methylbicyclo[1.1.1]pentan-1-yl)(6-(((5R)-2-oxo-5-(trifluoromethyl)piperidin-3-yl)methyl)imidazo[1,2-b]pyridazin-2-yl)methyl)carbamate